C1(CC1)CN1C=CC2=NN(C(C(=C21)C2=CC=C(C=C2)OC(F)F)=O)C2=CC=C(C=C2)OC 5-(cyclopropylmethyl)-4-(4-(difluoromethoxy)phenyl)-2-(4-methoxyphenyl)-2,5-dihydro-3H-pyrrolo[3,2-c]pyridazin-3-one